N,N-dimethylglycolamide CN(C(CO)=O)C